(5-bromo-4-methoxy-pyrimidin-2-yl)-bis(p-anisoyl)amine BrC=1C(=NC(=NC1)N(C(C1=CC=C(C=C1)OC)=O)C(C1=CC=C(C=C1)OC)=O)OC